N-HYDROXYBENZAMIDE (R)-2-((tert-Butoxycarbonyl)amino)-5-hydroxypentanoate C(C)(C)(C)OC(=O)N[C@@H](C(=O)O)CCCO.ONC(C1=CC=CC=C1)=O